C(CCC)OC1=CC=C(C=C1)S(=O)(=O)C=1C=NC2=CC=C(C=C2C1N1CCN(CCC1)CCN1CCCCC1)SC 3-((4-butoxyphenyl)sulfonyl)-6-(methylthio)-4-(4-(2-(piperidin-1-yl)ethyl)-1,4-diazepan-1-yl)quinoline